NC1=C(C(=O)OC)C=C(C(=C1I)C1=NC=C(C=C1F)F)C(F)(F)F Methyl 2-amino-4-(3,5-difluoropyridin-2-yl)-3-iodo-5-(trifluoromethyl)benzoate